1-(((R)-tert-butylsulfinyl)amino)-5-cyano-1,3-dihydrospiro[indene-2,4'-piperidine]-1'-carboxylic acid tert-butyl ester C(C)(C)(C)OC(=O)N1CCC2(CC1)C(C1=CC=C(C=C1C2)C#N)N[S@](=O)C(C)(C)C